tert-Butyl (2S,3R,6R)-2,6-dimethyl-3-(((5-(trifluoromethyl)pyrimidin-2-yl)amino)methyl)morpholine-4-carboxylate C[C@H]1[C@H](N(C[C@H](O1)C)C(=O)OC(C)(C)C)CNC1=NC=C(C=N1)C(F)(F)F